ClC=1C(=NC(=C(C1)Cl)C1=C(C=C(C(=C1)F)C(F)(F)F)F)C(=O)OC Methyl 3,5-dichloro-6-(2,5-difluoro-4-(trifluoromethyl) phenyl)picolinate